6-(2,4-dichlorophenyl)-N-(4-(4-ethylpiperazin-1-yl)-2-fluorophenyl)-5,6,8,9-tetrahydroimidazo[1',2':1,6]pyrido[2,3-d]pyrimidin-2-amine ClC1=C(C=CC(=C1)Cl)C1CC2=C(N=C(N=C2)NC2=C(C=C(C=C2)N2CCN(CC2)CC)F)N2C1=NCC2